1-[(2R,4S,5R)-5-{[(tertbutyldimethylsilyl)oxy]methyl}-4-hydroxyoxolan-2-yl]-3H-pyrimidine-2,4-dione C(C)(C)(C)[Si](OC[C@@H]1[C@H](C[C@@H](O1)N1C(NC(C=C1)=O)=O)O)(C)C